N-(3-{4-[6-(cyclopropylethynyl)pyridin-3-yl]-6-oxo-1,6-dihydropyrimidin-2-yl}-4-(trifluoromethyl)benzyl)isobutyramide C1(CC1)C#CC1=CC=C(C=N1)C=1N=C(NC(C1)=O)C=1C=C(CNC(C(C)C)=O)C=CC1C(F)(F)F